C1(=CC=CC=C1)C1CC=2N(N=NC2C(=O)N)C1 5-phenyl-5,6-dihydro-4H-pyrrolo[1,2-c][1,2,3]Triazole-3-carboxamide